C(CCCC)C(CC(=O)OCC(COC(CCCN(C)C)=O)(COC(CC(CCCCC)CCCCC)=O)COC(CC(CCCCC)CCCCC)=O)CCCCC 3-((4-(dimethylamino)butanoyl)oxy)-2,2-bis(((3-pentyloctanoyl)oxy)methyl)propyl 3-pentyloctanoate